NC=1C(=NC(=CC1)N1[C@H](C[C@@H](C1)F)C1=C(C=CC(=C1)F)F)C(=O)N 3-amino-6-((2R,4S)-2-(2,5-difluorophenyl)-4-fluoropyrrolidin-1-yl)picolinamide